4,5-DIMETHYL-ISOXAZOLE-3-CARBOXYLIC ACID CC=1C(=NOC1C)C(=O)O